ClC1=NC(=NC=C1C1(CC1)C(=O)O)SC 1-(4-chloro-2-(methylthio)pyrimidin-5-yl)cyclopropane-1-carboxylic acid